6-[4-(4-methyl-1,3-thiazol-2-yl)-1H-imidazol-5-yl]-1,3-benzothiazole CC=1N=C(SC1)C=1N=CNC1C1=CC2=C(N=CS2)C=C1